N-[2-Ethylmethylamino-6-(4-fluoro-benzylamino)-pyridin-3-yl]-2-(3,4-difluoro-phenyl)-acetamide C(C)C1=NC(=CC(=C1NC(CC1=CC(=C(C=C1)F)F)=O)NC)NCC1=CC=C(C=C1)F